ClC1=C(C=CC(=C1)N(C)CC=1SC(=CC1)Cl)NC(=O)NC1=C(C=CC=C1)F 1-{2-Chloro-4-[(5-chloro-thiophen-2-ylmethyl)-(methyl)amino]-phenyl}-3-(2-fluorophenyl)-urea